C(C)(C)(C)OC(=O)N1CC(CCC1)C1=C(C(=NC(=N1)N)C1=CC=2C(=[N+](C=CC2)[O-])N1)C(F)(F)F 2-((1-(tert-butoxycarbonyl)piperidin-3-yl)-amino-5-(trifluoromethyl)pyrimidin-4-yl)-1H-Pyrrolo[2,3-b]pyridine-7-oxide